C(C1=CC=CC=C1)NC1=NC(=NN1)S(=O)(=O)C N-benzyl-3-methanesulfonyl-1H-1,2,4-triazole-5-amine